NC(CC(=O)O)C(NC(COC(CC)=O)CCC)=O 3-amino-3-{[1-(propionyloxy)pent-2-yl]carbamoyl}propanoic acid